8-(4-Butoxy-3-methyl-phenyl)-5-methoxy-4-[(1-naphthyl)methyl]-2-oxo-7-thia-1-azabicyclo[4.3.0]nona-3,5,8-triene-9-carboxylic acid C(CCC)OC1=C(C=C(C=C1)C=1SC2=C(C(=CC(N2C1C(=O)O)=O)CC1=CC=CC2=CC=CC=C12)OC)C